montanyl pentadecylate C(CCCCCCCCCCCCCC)(=O)OCCCCCCCCCCCCCCCCCCCCCCCCCCCC